(R)-1-(1-acryloylpyrrolidin-3-yl)-3-benzyl-7-((3-chloro-1-methyl-1H-pyrazol-4-yl)amino)-3,4-dihydropyrimido[4,5-d]pyrimidin-2(1H)-one C(C=C)(=O)N1C[C@@H](CC1)N1C(N(CC=2C1=NC(=NC2)NC=2C(=NN(C2)C)Cl)CC2=CC=CC=C2)=O